ClC1=C(C=C(C=C1)C(=O)OC)NCCC(=O)O 3-((2-chloro-5-(methoxycarbonyl)phenyl)amino)propanoic Acid